N-((2S)-1-(2-(3-amino-3-oxopropyl)-2-(2-fluoroacryloyl)hydrazinyl)-4-methyl-1-oxopentan-2-yl)-4-Methoxy-1H-indole-2-carboxamide NC(CCN(NC([C@H](CC(C)C)NC(=O)C=1NC2=CC=CC(=C2C1)OC)=O)C(C(=C)F)=O)=O